3-(5-(((1S,2S)-2-(3-(4-(1H-pyrazol-1-yl)phenyl)azetidin-1-yl)cyclopentyl)oxy)-1-oxoisoindolin-2-yl)piperidine-2,6-dione N1(N=CC=C1)C1=CC=C(C=C1)C1CN(C1)[C@@H]1[C@H](CCC1)OC=1C=C2CN(C(C2=CC1)=O)C1C(NC(CC1)=O)=O